1-(4-tert-butylphenyl) vinyl-4-methylbenzenesulfonate C(=C)C1=C(C=CC(=C1)C)S(=O)(=O)OC1=CC=C(C=C1)C(C)(C)C